thioformamide C(=S)N